2-fluoro-3,4-dimethylphenol FC1=C(C=CC(=C1C)C)O